C(#N)C=1C=CC(=C(C1)C1=CC(=NC=C1C(=O)NC=1SC2=NC(=CC=C2N1)C1=CC(=C(C=C1)NS(=O)(=O)C)F)C)OC 4-(5-cyano-2-methoxyphenyl)-N-(5-(3-fluoro-4-(methylsulfonylamino)phenyl)thiazolo[5,4-b]pyridin-2-yl)-6-methylnicotinamide